ClC=1C=C(C(=NC1)OC)S(=O)(=O)NC1=C(C(=C(C=C1)F)C1CCC=2N(C1)C=NC2C=2NC=CN2)F 5-chloro-N-[2,4-difluoro-3-[1-(1H-imidazol-2-yl)-5H,6H,7H,8H-imidazo[1,5-a]pyridin-6-yl]phenyl]-2-methoxypyridine-3-sulfonamide